tert-Butyl 4-[(6-chloro-3-pyridyl)oxy]piperidine-1-carboxylate ClC1=CC=C(C=N1)OC1CCN(CC1)C(=O)OC(C)(C)C